CN1C(CNCC1=O)C(=O)NC1=CC(=CC=2CCOC21)OC2=CC=C(C=C2)C(F)(F)F 1-Methyl-6-oxo-N-(5-(4-(trifluoromethyl)phenoxy)-2,3-dihydro-benzofuran-7-yl)piperazine-2-carboxamide